ClC=1C=C(C=CC1)C(C=1NC=C(N1)S(=O)(=O)N)NC1=NC(=C(C=C1)F)C 2-((3-chlorophenyl)((5-fluoro-6-methylpyridin-2-yl)amino)methyl)-1H-imidazole-4-sulfonamide